N-[4-[(E)-3-[4-[2-Hydroxyethyl(methyl)amino]phenyl]prop-2-enoyl]phenyl]-4-methoxybenzamide OCCN(C1=CC=C(C=C1)/C=C/C(=O)C1=CC=C(C=C1)NC(C1=CC=C(C=C1)OC)=O)C